(S)-6-chloro-3-(1-hydroxypropan-2-yl)-8-(1-methyl-1H-pyrazol-4-yl)pyrido[3,4-d]pyrimidin-4(3H)-one ClC1=CC2=C(N=CN(C2=O)[C@H](CO)C)C(=N1)C=1C=NN(C1)C